(E)-(2'-(1,2-bis(4-methoxyphenyl)vinyl)-5'-methoxy-[1,1'-biphenyl]-2-yl)diphenylphosphine COC1=CC=C(C=C1)/C(=C\C1=CC=C(C=C1)OC)/C1=C(C=C(C=C1)OC)C1=C(C=CC=C1)P(C1=CC=CC=C1)C1=CC=CC=C1